FC1=C(CN2[C@@H](CCC2=O)CC(=O)N[C@H](C(=O)NS(=O)(=O)N2CCCC2)C(C)C)C=CC=C1F (S)-2-(2-((S)-1-(2,3-Difluorobenzyl)-5-oxopyrrolidin-2-yl)acetamido)-3-methyl-N-(pyrrolidin-1-ylsulfonyl)butanamide